(2R,3S)-3-(4-Chloro-1-ethyl-1H-benzo[d][1,2,3]triazol-5-yl)-3-(3-((2,2-dimethyl-2,3-dihydropyrido[3,2-f][1,4]oxazepin-4(5H)-yl)methyl)-4-methylphenyl)-2-methylpropanoic acid ClC1=C(C=CC=2N(N=NC21)CC)[C@@H]([C@H](C(=O)O)C)C2=CC(=C(C=C2)C)CN2CC(OC1=C(C2)C=CC=N1)(C)C